N-(4-amino-5-(oxetan-3-ylmethoxy)pyridin-2-yl)acetamide NC1=CC(=NC=C1OCC1COC1)NC(C)=O